O=C1NC(CCC1N1C(C2=CC=CC(=C2C1=O)NCC=1N=NN(C1)CC1=CC=NO1)=O)=O 2-(2,6-Dioxopiperidin-3-yl)-4-(((1-(isoxazol-5-ylmethyl)-1H-1,2,3-triazol-4-yl)methyl)amino)isoindoline-1,3-dione